FC1=CC(=C(C=C1)C=CC=O)O 3-(4-fluoro-2-hydroxyphenyl)prop-2-enal